sodium isopropyl-5-methylphenolate C(C)(C)C1=C(C=C(C=C1)C)[O-].[Na+]